FC=1C=C2C(=NC(=NC2=CC1)C)S 6-fluoro-2-methyl-quinazoline-4-thiol